(1R)-1-(5-methyl-2-furanyl)propan-1-amine tartrate C(=O)(O)C(O)C(O)C(=O)O.CC1=CC=C(O1)[C@@H](CC)N